C(=C)C1=CC=C(C(=O)OC)C=C1 Methyl 4-vinylbenzoate